C(C1=CC=CC=C1)(C1=CC=CC=C1)NC1=CC=C(N=N1)N1CC(N(C(C1)C)C(=O)OC(C)(C)C)CC tert-butyl 4-(6-((benzhydryl) amino) pyridazin-3-yl)-2-ethyl-6-methylpiperazine-1-carboxylate